(2S,3R)-methyl-3-(2-methylphenyl)-2,3-dihydroxypropionate COC([C@H]([C@H](O)C1=C(C=CC=C1)C)O)=O